S1C(=NC2=C1C=CC=C2)NC(=O)C2=CC=C(CN1CCN(CC1)C(=O)NCCC)C=C2 4-(4-(benzo[d]thiazol-2-ylcarbamoyl)benzyl)-N-propylpiperazine-1-carboxamide